FC([Si](Cl)(C(F)(F)F)C(C(C(C(C(C(C(C(F)(F)F)(F)F)(F)F)(F)F)(F)F)(F)F)(F)F)(F)F)(F)F perfluorooctyl-di-Methyl-chlorosilane